OCNCCO 2-(hydroxymethylamino)-ethanol